NCCCC[C@@H](C(COC1=C(C=CC=C1F)F)=O)NC(=O)C1=NC(=CC=C1)F (S)-N-(7-amino-1-(2,6-difluorophenoxy)-2-oxohept-3-yl)-6-fluoropyridinecarboxamide